C1=C(ONC1=O)CN The molecule is a member of the class of isoxazoles that is 1,2-oxazol-3(2H)-one substituted by an aminomethyl group at position 5. It has been isolated from mushrooms of the genus Amanita. It has a role as a fungal metabolite, a GABA agonist, a psychotropic drug and a oneirogen. It is a member of isoxazoles, a primary amino compound and an alkaloid.